C(C)OC(=S)C1=CC=2C(S1)=C(SC2C2=CC=C(C=C2)N(C2=CC=C(C=C2)OC)C2=CC=C(C=C2)OC)C.N2(N=CN=C2)CN2N=CN=C2 bis(1H-1,2,4-triazol-1-yl)methane ethyl-4-(4-(bis(4-methoxyphenyl)amino)phenyl)-6-methylthiothieno[3,4-b]thiophene-2-carboxylate